2-(((S)-1,4-dioxane-2-yl)methyl)-(S)-9-(methyl-d3)-N-((tetrahydrofuran-2-yl)methyl)-4,5-dihydro-2H-benzo[g]indazole-7-carboxamide O1[C@H](COCC1)CN1N=C2C3=C(CCC2=C1)C=C(C=C3C([2H])([2H])[2H])C(=O)NC[C@H]3OCCC3